(9,9-dimethyl-9H-fluorene-2,7-diyl)bis{N7-[9,9-dimethyl-7-(9-phenyl-9H-carbazol-3-yl)-9H-fluoren-2-yl]-9,9-dimethyl-9H-fluorene-2,7-diamine} CC1(C2=CC(=CC=C2C=2C=CC(=CC12)C1=C(C=CC=2C3=CC=C(C=C3C(C12)(C)C)NC1=CC=2C(C3=CC(=CC=C3C2C=C1)C=1C=CC=2N(C3=CC=CC=C3C2C1)C1=CC=CC=C1)(C)C)N)C1=C(C=CC=2C3=CC=C(C=C3C(C12)(C)C)NC1=CC=2C(C3=CC(=CC=C3C2C=C1)C=1C=CC=2N(C3=CC=CC=C3C2C1)C1=CC=CC=C1)(C)C)N)C